3-(5-((4-(4-(Trifluoromethyl)piperidin-1-yl)phenyl)amino)-2H-indazol-2-yl)propanamide FC(C1CCN(CC1)C1=CC=C(C=C1)NC1=CC2=CN(N=C2C=C1)CCC(=O)N)(F)F